C(C)(C)(C)OC(=O)N1CC=2C=CC(=NC2CC1)P(OC)=O methyl (6-(tert-butoxycarbonyl)-5,6,7,8-tetrahydro-1,6-naphthyridin-2-yl)-phosphinate